N1(N=CN=C1)C[C@H](C)OC=1C=C(C=CC1Cl)C=1C=NC(=NC1)NC=1C(=NN(C1)C1CCC(CC1)N1CCOCC1)OCCOCC 5-(3-(((S)-1-(1H-1,2,4-triazol-1-yl)propan-2-yl)oxy)-4-chlorophenyl)-N-(3-(2-ethoxyethoxy)-1-((1r,4r)-4-morpholinocyclohexyl)-1H-pyrazol-4-yl)pyrimidin-2-amine